Cl.COC([C@H](N)CC(=O)O)=O (D)-aspartic acid methyl ester hydrochloride